C(C1=CC=CC=C1)OC(=O)N1CCC(CC1)OC1CC(C1)N1CCC(CC1)C=1C(=C2CN(C(C2=CC1)=O)C1C(NC(CC1)=O)=O)Cl 4-[3-[4-[4-chloro-2-(2,6-dioxo-3-piperidinyl)-1-oxo-isoindolin-5-yl]-1-piperidinyl]cyclobutoxy]piperidine-1-carboxylic acid benzyl ester